4-(2-oxopyrrolidin-1-yl)benzaldehyde O=C1N(CCC1)C1=CC=C(C=O)C=C1